COC1=C(CC(N)C)C(=CC=C1OC)OC 2,3,6-trimethoxy-amphetamine